dimethylaminomethylthiochloride CN(C)CSCl